ClCCCCC1=NN=NN1C1CCCCC1 5-(4-chlorobutyl)-1-cyclohexyl-1H-tetrazole